ClC1=C(C=CC=C1C=1C=NC=CC1)N1C=NC(=C1)C1=NC(=NC=C1C(F)(F)F)NC1CCN(CC1)S(=O)(=O)C 4-(1-(2-chloro-3-(pyridin-3-yl)phenyl)-1H-imidazol-4-yl)-N-(1-(methylsulfonyl)piperidin-4-yl)-5-(trifluoromethyl)pyrimidin-2-amine